N1C(=CC2=CC=CC=C12)C1=NNC(=C1)NC(C1=CC=C(C=C1)N1CCN(CC1)C)=O N-(3-(1H-indol-2-yl)-1H-pyrazol-5-yl)-4-(4-methylpiperazin-1-yl)benzamide